C(C)(C)(C)OC(=O)N(C=1C(=C(C=C(C1)C#N)N1[C@H](CN(CC1)C(=O)OC(C)(C)C)C)Cl)C1=NC=2N(C(=N1)N(CC1=CC=C(C=C1)OC)CC)N=CC2C#N tert-butyl (S)-4-(3-((tert-butoxycarbonyl)(8-cyano-4-(ethyl(4-methoxybenzyl)amino)pyrazolo[1,5-a][1,3,5]triazin-2-yl)amino)-2-chloro-5-cyanophenyl)-3-methylpiperazine-1-carboxylate